C(C)(CC)SC1=C(N=C(S1)N1N=C(C(=C1C(=O)O)CC1=C(C=CC=C1)[N+](=O)[O-])C)C1=CC(=C(C=C1)Cl)Cl 1-(5-(sec-butylthio)-4-(3,4-dichlorophenyl)thiazol-2-yl)-3-methyl-4-(2-nitrobenzyl)-1H-pyrazole-5-carboxylic acid